methyl 6-(4-((3'-fluoro-5'-(methylthio)-[1,1'-biphenyl]-4-yl)methyl)-2,5-dimethylthiophene-3-carboxamido)spiro[3.3]heptane-2-carboxylate FC=1C=C(C=C(C1)SC)C1=CC=C(C=C1)CC=1C(=C(SC1C)C)C(=O)NC1CC2(CC(C2)C(=O)OC)C1